COCC1=CC=CC(N1C1=CC=NC=C1C)=O 6-(methoxymethyl)-5'-methyl-[1,4'-bipyridine]-2-one